FC(F)(F)SC=1C=CC(=NC1)NC1CCN(CC1)S(=O)(=O)C1=CC=C(C=C1)C=1C=CC=2N(C1)C(NN2)=O 6-(4-{[4-({5-[(trifluoromethyl)sulfanyl]pyridin-2-yl}amino)piperidin-1-yl]sulfonyl}phenyl)-2H,3H-[1,2,4]triazolo[4,3-a]pyridin-3-one